2-chloro-3-(4-methoxybenzyl)-6-(trifluoromethyl)-3H-imidazo[4,5-b]pyridine ClC1=NC=2C(=NC=C(C2)C(F)(F)F)N1CC1=CC=C(C=C1)OC